5-(Isoquinoline-5-sulfonyl)-N-[(4-methoxyphenyl)methyl]-1H,2H,3H,4H,5H,6H-pyrrolo[3,4-c]pyrrole-2-carboxamide C1=NC=CC=2C(=CC=CC12)S(=O)(=O)N1CC2=C(C1)CN(C2)C(=O)NCC2=CC=C(C=C2)OC